CC1C(C2=CC=CC=C2CC1)NC(C=C)=O N-(2-methyl-1,2,3,4-tetrahydronaphthalen-1-yl)prop-2-enamide